((3,3-difluoro-2-(4-fluorophenyl)pent-4-en-2-yl)oxy)triethylsilane FC(C(C)(C1=CC=C(C=C1)F)O[Si](CC)(CC)CC)(C=C)F